Br\C(=C/C=O)\C1=CC=2CC3=CC=CC=C3C2C=C1 (Z)-3-bromo-3-(2-fluorenyl)acrolein